COC1=NC=C(C(=O)NC2=CC(=CC=C2)[C@H](C)NC2=CN=C3C(=N2)N(N=C3)C)C=C1C (S)-6-methoxy-5-methyl-N-(3-(1-((1-methyl-1H-pyrazolo[3,4-b]pyrazin-6-yl)amino)ethyl)phenyl)nicotinamide